6-(2,4-dimethoxypyrimidin-5-yl)-8-[(1S,2S)-2-(3-pyridyl)cyclopropyl]imidazo[1,2-b]pyridazine COC1=NC=C(C(=N1)OC)C=1C=C(C=2N(N1)C=CN2)[C@@H]2[C@H](C2)C=2C=NC=CC2